FC([C@H](CCC)NC=1C2=C(N=C(N1)N)C=CC=N2)(F)F (S)-N4-(1,1,1-trifluoropentan-2-yl)pyrido[3,2-d]pyrimidine-2,4-diamine